O[C@@]1([C@H](CC1)OC1=NN(C=C1NC=1N=CC2=C(N1)N(C(=C2)C#N)[C@H](COC)C)C([2H])([2H])[2H])C 2-((3-((1S,2S)-2-hydroxy-2-methylcyclobutoxy)-1-(methyl-d3)-1H-pyrazol-4-yl)amino)-7-((S)-1-methoxypropan-2-yl)-7H-pyrrolo[2,3-d]pyrimidine-6-carbonitrile